1-oxyl-2,2,6,6-tetramethylpiperidin-4-one ON1C(CC(CC1(C)C)=O)(C)C